2-(4-chloro-1-isopropyl-1H-pyrazol-5-yl)-4-(3-chloro-4-(3-methoxypyrazin-2-yl)benzyl)-6,7-dihydropyrazolo[1,5-a]pyrimidin-5(4H)-one ClC=1C=NN(C1C1=NN2C(N(C(CC2)=O)CC2=CC(=C(C=C2)C2=NC=CN=C2OC)Cl)=C1)C(C)C